(4aR,8aS)-6-(3-(5-(2,4-dichlorophenyl)pyridin-2-yl)azetidine-1-carbonyl)hexahydro-2H-pyrido[4,3-b][1,4]Oxazin ClC1=C(C=CC(=C1)Cl)C=1C=CC(=NC1)C1CN(C1)C(=O)N1C[C@@H]2[C@@H](OCCN2)CC1